N-[2-[4-(hydroxymethyl)cyclohexyl]-5-(1-hydroxy-1-methyl-ethyl)-1,3-benzothiazol-6-yl]-6-(trifluoromethyl)pyridazine-3-carboxamide OCC1CCC(CC1)C=1SC2=C(N1)C=C(C(=C2)NC(=O)C=2N=NC(=CC2)C(F)(F)F)C(C)(C)O